tert-butyl 7-bromo-4-chloro-1-oxo-1,3-dihydro-2H-pyrrolo[3,4-c]pyridine-2-carboxylate BrC=1C2=C(C(=NC1)Cl)CN(C2=O)C(=O)OC(C)(C)C